[5-[3-(2,2-dimethylpropoxy)phenyl]-1-(1-methyl-1H-indazol-7-yl)-1H-pyrazol-3-yl]methanol CC(COC=1C=C(C=CC1)C1=CC(=NN1C=1C=CC=C2C=NN(C12)C)CO)(C)C